2-methoxy-3-methylpyridin COC1=NC=CC=C1C